C(C)(C)(C)N=CC1=C(C=CC(=C1)Br)OC N-tert-butyl-1-(5-bromo-2-methoxy-phenyl)methanimine